tert-butyl-N2-[(2,5-dioxo-2,5-dihydro-1H-pyrrol-1-yl)acetyl]-L-lysinat C(C)(C)(C)OC([C@@H](NC(CN1C(C=CC1=O)=O)=O)CCCCN)=O